C1=CC=C(C=C1)C2=CC=CC=C2 1,1''-biphenyl